ClC1=CC(=C2C=NNC2=C1)CC(=O)NC1=CC=C(C=C1)C#N (6-chloro-1H-indazol-4-yl)-N-(4-cyanophenyl)acetamide